3-({3-[(2S)-2-(4-chlorophenyl)-2-hydroxyethyl]-1,2,4-oxadiazol-5-yl}methyl)-1-methyl-5-(trifluoromethyl)-1,2,3,4-tetrahydropyrimidine-2,4-dione ClC1=CC=C(C=C1)[C@H](CC1=NOC(=N1)CN1C(N(C=C(C1=O)C(F)(F)F)C)=O)O